N-[5-chloro-2-(trifluoromethyl)phenyl]acetamide ClC=1C=CC(=C(C1)NC(C)=O)C(F)(F)F